Tert-butyl N-[(1S,2R)-2-[[5-[[1-[2-[2-[2-[2-(benzyloxycarbonylamino)ethoxy]ethoxy]ethoxy] ethyl]indol-4-yl]amino]-4-oxo-3H-pyrido[4,3-d]pyrimidin-7-yl]amino]cyclohexyl]carbamate C(C1=CC=CC=C1)OC(=O)NCCOCCOCCOCCN1C=CC2=C(C=CC=C12)NC1=NC(=CC=2N=CNC(C21)=O)N[C@H]2[C@H](CCCC2)NC(OC(C)(C)C)=O